(S)-2-methyl-N-[(1R)-1-[2-(trifluoromethyl)pyrimidin-5-yl]ethyl]propane-2-sulfinamide tert-butyl-(R)-(5-(2-amino-6-chloro-7-(dimethylcarbamoyl)-1H-benzo[d]imidazol-1-yl)hexyl)carbamate C(C)(C)(C)N(C(O)=O)CCCC[C@@H](C)N1C(=NC2=C1C(=C(C=C2)Cl)C(N(C)C)=O)N.CC(C)(C)[S@](=O)N[C@H](C)C=2C=NC(=NC2)C(F)(F)F